4-Methyl-5-oxo-6-((1-((2-(trimethylsilyl)ethoxy)methyl)-1H-indazol-4-yl)methyl)-5,6-dihydro-4H-thiazolo[5',4':4,5]pyrrolo[2,3-d]pyridazine-2-carboxylic acid CN1C2=C(C3=C1C(N(N=C3)CC3=C1C=NN(C1=CC=C3)COCC[Si](C)(C)C)=O)SC(=N2)C(=O)O